bis[4-(N,N-Dipropylamino)butyl]amin C(CC)N(CCC)CCCCNCCCCN(CCC)CCC